beta-Glycerol Phosphate C(C(CO)OP(=O)(O)O)O